ClC1=CC(N(C=C1)CC=1N=NN(C1)C=1C=NC=C(C1)OC)=O 4-chloro-1-[[1-(5-methoxy-3-pyridyl)triazol-4-yl]methyl]pyridin-2-one